BrC=1C(=C(C(=CC1)S(=O)(=O)C)C1=NOCC1)C 3-(3-bromo-2-methyl-6-methylsulfonylphenyl)-4,5-dihydroisoxazole